6-hydroxy-3,4-dihydro-2(1H)-quinolone OC=1C=C2CCC(NC2=CC1)=O